C(C1=CC=CC=C1)OC(=O)NCCC1=C(C=C(C=C1F)N1CCN(CC1)C(=O)OC(C)(C)C)F tert-Butyl 4-(4-(2-(((benzyloxy)carbonyl)amino)ethyl)-3,5-difluorophenyl)piperazine-1-carboxylate